C(C1=CC=CC=C1)NS(=O)(=O)C1=CC(=CC=C1)C1=NC2=C(C=CN=C2C=C1)N1CC(CCC1)(F)F N-benzyl-3-(8-(3,3-difluoropiperidin-1-yl)-1,5-naphthyridin-2-yl)benzenesulfonamide